2-(((6-((1S,2S)-2-(3-chlorophenyl)cyclopropane-1-carboxamido)pyrimidin-4-yl)amino)methyl)-6-cyclopropylimidazo[1,2-a]pyridine-8-carboxylic acid ClC=1C=C(C=CC1)[C@@H]1[C@H](C1)C(=O)NC1=CC(=NC=N1)NCC=1N=C2N(C=C(C=C2C(=O)O)C2CC2)C1